C(C1=CC=CC=C1)OC1=NC(=CC=C1C=1C=C(C=CC1)C#CC1(CN(C1)C(=O)OC(C)(C)C)F)OCC1=CC=CC=C1 tert-butyl 3-[2-[3-(2,6-dibenzyloxy-3-pyridyl)phenyl]ethynyl]-3-fluoroazetidine-1-carboxylate